OC1=CC=C(C=C1)C=C1NCNC1=O 4-(p-hydroxyphenylmethylene)-imidazolidin-5-one